3-bromoethyl-phenylketone BrCCC=1C=C(C=CC1)C(=O)C1=CC(=CC=C1)CCBr